BrC1=C(C(=C(C=C1OC)N(C(COC)=O)C)[N+](=O)[O-])F N-(4-bromo-3-fluoro-5-methoxy-2-nitrophenyl)-2-methoxy-N-methylacetamide